2-trifluoromethyl-4,5-dicyanoimidazol FC(C=1NC(=C(N1)C#N)C#N)(F)F